3-(4-((6-(4-(3-((4-((3-chloro-4-fluorophenyl)amino)-7-methoxyquinazolin-6-yl)oxy)propyl)piperazin-1-yl)-6-oxohexyl)thio)-1-oxoisoindolin-2-yl)piperidine-2,6-dione ClC=1C=C(C=CC1F)NC1=NC=NC2=CC(=C(C=C12)OCCCN1CCN(CC1)C(CCCCCSC1=C2CN(C(C2=CC=C1)=O)C1C(NC(CC1)=O)=O)=O)OC